CN1C(C(C2=CC(=CC=C12)C1CCN(CC1)C(=O)OC(C)(C)C)(C)C)=O tert-butyl 4-(1,3,3-trimethyl-2-oxo-2,3-dihydro-1H-indol-5-yl)piperidine-1-carboxylate